ClC1=NC=CC(=N1)C1=CNC2=C(C=CC=C12)[N+](=O)[O-] 3-(2-chloropyrimidine-4-yl)-7-nitro-1H-indole